N-[3-[2-(difluoromethoxy)-5-[1-[2-(methylamino)ethyl]pyrazol-4-yl]sulfonyl-phenyl]-1-methyl-pyrazol-4-yl]pyrazolo[1,5-a]pyrimidine-3-carboxamide FC(OC1=C(C=C(C=C1)S(=O)(=O)C=1C=NN(C1)CCNC)C1=NN(C=C1NC(=O)C=1C=NN2C1N=CC=C2)C)F